(1r,2r,3s,4r,5s)-5-hydroxy-3-(2-methylpyridin-4-yl)-N-(3-(trifluoromethyl)phenyl)-7-oxabicyclo[2.2.1]heptane-2-carboxamide O[C@@H]1[C@H]2[C@@H]([C@H]([C@@H](C1)O2)C(=O)NC2=CC(=CC=C2)C(F)(F)F)C2=CC(=NC=C2)C